6-[(3aR,7aS)-6-(2-Hydroxyethyl)-3,3a,4,5,7,7a-hexahydro-2H-pyrrolo[2,3-c]pyridin-1-yl]-3-[2-hydroxy-4-(trifluoromethoxy)phenyl]-4-methyl-1,2,4-triazin OCCN1C[C@@H]2[C@H](CC1)CCN2C2=CN(C(N=N2)C2=C(C=C(C=C2)OC(F)(F)F)O)C